1-(4-((2-chloro-6-((3S,4S)-4-(3,4-dihydroisoquinolin-2(1H)-yl)-3-hydroxypiperidine-1-carbonyl)pyrimidin-4-yl)amino)piperidin-1-yl)ethan-1-one ClC1=NC(=CC(=N1)NC1CCN(CC1)C(C)=O)C(=O)N1C[C@@H]([C@H](CC1)N1CC2=CC=CC=C2CC1)O